tert-amyl (2-ethylhexyl) peroxide carbonate C(O)(O)=O.C(C)C(COOC(C)(C)CC)CCCC